OC(CC=O)(CCC=C(C)C)C 3-hydroxy-3,7-dimethyl-6-octenal